ClC=1C(=C2C=NNC2=C(C1F)C(C)=C(C)C)C=1N=CC=2N(C1)C=C(N2)NC(=O)C2C(C2)F N-(6-(5-chloro-6-fluoro-7-(3-methylbut-2-en-2-yl)-1H-indazol-4-yl)imidazo[1,2-a]pyrazin-2-yl)-2-fluorocyclopropane-1-carboxamide